(3,5-dichloro-4-hydroxyphenyl)(1H-pyrrolo[2,3-b]pyridin-1-yl)methanone ClC=1C=C(C=C(C1O)Cl)C(=O)N1C=CC=2C1=NC=CC2